FC(C(O)C1=C2C(=NC=C1NC(OC(C)(C)C)=O)SC(=N2)C)F tert-butyl (7-(2,2-difluoro-1-hydroxyethyl)-2-methylthiazolo[5,4-b]pyridin-6-yl)carbamate